N1=C(C=CC=C1)CN1CC(CC1)C1=NN=C2N1C1=C(CCC2)C=CC=C1 1-[1-(pyridin-2-ylmethyl)pyrrolidin-3-yl]-5,6-dihydro-4H-[1,2,4]triazolo[4,3-a][1]benzazepine